isopropyl (3,5,7-trimethyloct-5-en-1-yl) oxalate C(C(=O)OCCC(CC(=CC(C)C)C)C)(=O)OC(C)C